C(#N)[C@H]1N(CCC1)C1=CC2=C(N(C=N2)C2=CC=C(C(=N2)N2N=C(C=C2C)C#N)C(C)O)C=C1 1-[6-[5-[(2S)-2-cyanopyrrolidin-1-yl]benzimidazol-1-yl]-3-(1-hydroxyethyl)-2-pyridyl]-5-methyl-pyrazole-3-carbonitrile